(S)-8-(3-chlorophenoxy)-N-((1R,5S,8S)-3-(6-methylpyrimidin-4-yl)-3-azabicyclo[3.2.1]oct-8-yl)-5,6,7,8-tetrahydro-[1,2,4]triazolo[1,5-a]pyridin-2-amine ClC=1C=C(O[C@@H]2C=3N(CCC2)N=C(N3)NC3[C@H]2CN(C[C@@H]3CC2)C2=NC=NC(=C2)C)C=CC1